imidazole compound with isocyanate [N-]=C=O.N1C=NC=C1